5-(2,2-difluorocyclopropyl)-N-((3r,6s)-6-methylpiperidin-3-yl)-7H-pyrrolo[2,3-d]pyrimidin-4-amine FC1(C(C1)C1=CNC=2N=CN=C(C21)N[C@H]2CN[C@H](CC2)C)F